C(C)C(COC(=O)C1CCC(CC1)C(=O)OCC(CCCC)CC)CCCC cyclohexane-1,4-dicarboxylic bis(2-ethylhexyl) ester